ClC1=CC=C(C=C1)C=1N(C(=C(N1)C1=NC2=C(N1C)C=C1C(=C2)OC(C(O1)(F)F)(F)F)SCC)C 2-[2-(4-chlorophenyl)-5-(ethylsulfanyl)-1-methyl-1H-imidazol-4-yl]-6,6,7,7-tetrafluoro-1-methyl-6,7-dihydro-1H-[1,4]dioxino[2,3-f]benzimidazole